isopropyl trans-N-[4-[5-[2-(ethylsulfamoyl)-4-formyl-phenyl]thiazol-2-yl] cyclohexyl]carbamate C(C)NS(=O)(=O)C1=C(C=CC(=C1)C=O)C1=CN=C(S1)[C@@H]1CC[C@H](CC1)NC(OC(C)C)=O